(E)-N'-methoxy-N'-methyl-N-(cyclopropylformyl)-but-2-enediamide CON(C(/C=C/C(=O)NC(=O)C1CC1)=O)C